3'-cyclopropyl-5'-(4-fluorophenyl)-N-(5-(8-methyl-3,8-diazabicyclo[3.2.1]octan-3-yl)pyridin-2-yl)-1H,3'H-[2,4'-biimidazole]-4-carboxamide C1(CC1)N1C=NC(=C1C=1NC=C(N1)C(=O)NC1=NC=C(C=C1)N1CC2CCC(C1)N2C)C2=CC=C(C=C2)F